pivaloyloxymethyl-3,4,5-tris(octadecyloxy)benzene C(C(C)(C)C)(=O)OCC1=CC(=C(C(=C1)OCCCCCCCCCCCCCCCCCC)OCCCCCCCCCCCCCCCCCC)OCCCCCCCCCCCCCCCCCC